racemic-tert-butyl-methyl-phosphine C(C)(C)(C)PC